tert-butyl 3-((tert-butoxycarbonyl)amino)-3-(((methylsulfonyl)oxy)methyl)azetidine-1-carboxylate C(C)(C)(C)OC(=O)NC1(CN(C1)C(=O)OC(C)(C)C)COS(=O)(=O)C